[N+](=O)([O-])C=1C=C2C(=CC(=NC2=CC1)C1=CN=CS1)OCCO 2-((6-nitro-2-(thiazol-5-yl)quinolin-4-yl)oxy)ethan-1-ol